IC=1C=CC(=NC1)NC1=NC=CC=N1 N-(5-iodopyridin-2-yl)pyrimidin-2-amine